ClC1=C2CN(C(C2=CC(=C1C)CC1=CC=C(C=C1)N1N=CC=C1)=O)[C@H]1COCC[C@@H]1O 1,5-anhydro-2-(4-chloro-5-methyl-1-oxo-6-(4-(1H-pyrazol-1-yl)benzyl)-1,3-dihydro-2H-isoindol-2-yl)-2,4-dideoxy-L-threo-pentitol